phenylene bisbenzimidazolesulfonate N1=C(NC2=C1C=CC=C2)S(=O)(=O)OC2=C(C=CC=C2)OS(=O)(=O)C=2NC1=C(N2)C=CC=C1